COC1=CC2=C(SC(=C2)C(=O)OC)C=C1OC Methyl 5,6-dimethoxy-benzo[b]thiophene-2-carboxylate